ClC1=CC=C(C=C1)C1=CC2=C(N=C(O2)C2=CC3=CC=CC=C3C=C2)C=C1 6-(4-chloro-phenyl)-2-(naphthalene-2-yl)-benzooxazole